N1[C@H](CC2=CC=CC=C12)C(=O)OCC ethyl (R)-indoline-2-carboxylate